O=CC(CCC(=O)[O-])NC(CCCCCCCCCCCCC)=O 5-oxo-4-tetradecanamidopentanoate